14,16-dioxatetracyclo[11.2.1.0^{1,10}.0^{4,9}]hexadecane C123CCC4CCCCC4C1CCC(OC2)O3